ethyl 7-[1-(4-amino-phenyl)-1H-benzimidazol-5-yloxy]-heptanoate NC1=CC=C(C=C1)N1C=NC2=C1C=CC(=C2)OCCCCCCC(=O)OCC